tert-butyl (2-((4-(1-acetyl-2-methyl-1,2,3,4-tetrahydroquinolin-6-yl)benzyl)amino)-2-oxoethyl)carbamate C(C)(=O)N1C(CCC2=CC(=CC=C12)C1=CC=C(CNC(CNC(OC(C)(C)C)=O)=O)C=C1)C